BrC1=CC=C(C=C1)C1CC(=NN1C=1SC=C(N1)C)C1=CC(=CC=C1)F 2-(5-(4-bromophenyl)-3-(3-fluorophenyl)-4,5-dihydro-1H-pyrazol-1-yl)-4-methylthiazole